3,4-dichlorobenzyl (4-nitrophenyl) carbonate C(OCC1=CC(=C(C=C1)Cl)Cl)(OC1=CC=C(C=C1)[N+](=O)[O-])=O